C1CCC2=C(C=3CCCC3C=C12)NC(=O)[N-]S(=O)(=O)C=1C=NN2C1OCC(C2)NC.[Na+] sodium ((1,2,3,5,6,7-hexahydro-s-indacen-4-yl)carbamoyl)((6-(methylamino)-6,7-dihydro-5H-pyrazolo[5,1-b][1,3]oxazin-3-yl)sulfonyl)amide